6-(3,3-difluoroazetidin-1-yl)pyridine-2-carboxylate FC1(CN(C1)C1=CC=CC(=N1)C(=O)[O-])F